1-((4-((4-cyanophenyl)amino)quinazolin-2-yl)thio)cyclobutane-1-carboxylic acid ethyl ester C(C)OC(=O)C1(CCC1)SC1=NC2=CC=CC=C2C(=N1)NC1=CC=C(C=C1)C#N